3-(4-cyclopropyl-6-methoxypyrimidin-5-yl)-1-methyl-5-(5-(5-methyl-3-(trifluoromethyl)-1H-pyrazol-1-yl)pyridin-2-yl)-4,5,6,7-tetrahydro-1H-pyrazolo[4,3-c]pyridine C1(CC1)C1=NC=NC(=C1C1=NN(C2=C1CN(CC2)C2=NC=C(C=C2)N2N=C(C=C2C)C(F)(F)F)C)OC